ClC=1C(N(C(=CC1OC([2H])([2H])C1=NC=C(C=C1F)F)C)C1=CC(=NC=C1C)N1N=C(C=C1)[C@]1(C(NCC1)=C=O)C)=O (S)-3-chloro-4-((3,5-difluoropyridin-2-yl)methoxy-d2)-5',6-dimethyl-2'-(3-((R)-3-methyl-2-Carbonylpyrrolidin-3-yl)-1H-pyrazol-1-yl)-2H-[1,4'-bipyridine]-2-one